CN(C(OC1=CCC2=C(C=CC=C12)C1=NOC(=N1)C1=CC(=C(C=C1)OC(C)C)C#N)=O)C 7-(5-(3-cyano-4-isopropoxyphenyl)-1,2,4-oxadiazol-3-yl)-1H-inden-3-yl dimethylcarbamate